OC(=O)C(F)(F)F.C(C)NC(=O)N1CCC(CC1)(CC1=CC=C(C=C1)C1=CC=C2C=CC=NC2=C1C)F N-ethyl-4-fluoro-4-[[4-(8-methyl-7-quinolyl)phenyl]methyl]piperidine-1-carboxamide TFA salt